N1=CN=CC2=CC3=C(C=C12)OCC(N3)=O [1,4]oxazino[3,2-g]quinazolin-7(8H)-one